(E)-3-(1-(pyrimidin-2-yl)-1H-pyrrol-2-yl)acrolein N1=C(N=CC=C1)N1C(=CC=C1)/C=C/C=O